CN1C(=NC2=NC=C(C=C21)N[C@H]2CN(CCC2)C)C2=C(C=C(C=C2)C#C[Si](C)(C)C)O (R)-2-(1-methyl-6-((1-methylpiperidin-3-yl)amino)-1H-imidazo[4,5-b]pyridin-2-yl)-5-((trimethylsilyl)ethynyl)phenol